FC1=CC=2C=3N(C(=NC2C=C1OC)N)N=C(N3)[C@H]3CN(CCC3)C=3C(=NN(C3)C3CCOCC3)C (R)-9-fluoro-8-methoxy-2-(1-(3-methyl-1-(tetrahydro-2H-pyran-4-yl)-1H-pyrazol-4-yl)piperidin-3-yl)[1,2,4]triazolo[1,5-c]quinazolin-5-amine